(±)-1-(6-Fluoro-2,3-dihydro-1H-inden-1-yl)-3-((2-(2,2,2-trifluoroethoxy)pyridin-4-yl)methyl)urea FC1=CC=C2CC[C@H](C2=C1)NC(=O)NCC1=CC(=NC=C1)OCC(F)(F)F |r|